6-diethylphosphoryl-2-methyl-N-[(1R)-1-[2-methyl-3-(trifluoromethyl)phenyl]ethyl]pyrido[3,4-d]pyrimidin-4-amine C(C)P(=O)(CC)C1=CC2=C(N=C(N=C2N[C@H](C)C2=C(C(=CC=C2)C(F)(F)F)C)C)C=N1